C(#N)C1=NC(=NC=N1)NC1CN(CCOC1)C(=O)OC(C)(C)C tert-Butyl 6-((4-cyano-1,3,5-triazin-2-yl)amino)-1,4-oxazepane-4-carboxylate